N-(3-aminopropyl)-3-(6-((3S,5R)-3,5-dimethylpiperazin-1-yl)-1H-benzo[d]imidazol-2-yl)-1H-indazole-5-carboxamide NCCCNC(=O)C=1C=C2C(=NNC2=CC1)C1=NC2=C(N1)C=C(C=C2)N2C[C@@H](N[C@@H](C2)C)C